N1([C@H]2[C@@H](CC1)COC2)C2=NC=CC(=N2)NC=2N=CC1=C(C=NC(=C1C2)C(C)C)N2[C@@H]([C@H](C2)CS(=O)(=O)C)C N-{2-[(3aR,6aS)-hexahydro-1H-furo[3,4-b]pyrrol-1-yl]pyrimidin-4-yl}-8-[(2R,3S)-3-(methanesulfonylmeth-yl)-2-methylazetidin-1-yl]-5-(propan-2-yl)-2,6-naphthyridin-3-amine